4-chloro-5-fluoro-7-hydroxy-2,3-dihydro-1H-inden-1-one ClC1=C2CCC(C2=C(C=C1F)O)=O